OC(CCC(=O)O)CCCCC 4-Hydroxynonanoic acid